(2-bromo-4-pyridyl)-methanol BrC1=NC=CC(=C1)CO